4'-(2-fluorophenyl)-6'-oxo-[2,3'-bipyridine] FC1=C(C=CC=C1)C=1C(=CNC(C1)=O)C1=NC=CC=C1